4-(6-((4-cyano-2-fluorobenzyl) oxy) pyridin-2-yl)-2-(2-methoxyethyl)-1H-benzo[d]imidazole-6-carboxylate C(#N)C1=CC(=C(COC2=CC=CC(=N2)C2=CC(=CC=3NC(=NC32)CCOC)C(=O)[O-])C=C1)F